CC1=NC(=NC(=C1C(=O)OCC([C@H](C[C@H]1C(NCC1)=O)NC([C@@H](NC(=O)C=1NC2=CC=CC(=C2C1)OC)CC(C)C)=O)=O)C)C1CCOCC1 (3S)-3-({N-[(4-methoxy-1H-indol-2-yl) carbonyl]-L-leucyl}amino)-2-oxo-4-[(3S)-2-oxopyrrolidin-3-yl]butyl 4,6-dimethyl-2-(tetrahydro-2H-pyran-4-yl)pyrimidine-5-carboxylate